oxygen boric acid B(O)(O)O.[O]